CC1=CC(=NC(=C1C(F)(F)F)C1CCC=2C(=NC=NC2C1)N1CCNCC1)N 4-methyl-6-(4-piperazin-1-yl-5,6,7,8-tetrahydroquinazolin-7-yl)-5-(trifluoromethyl)pyridin-2-amine